FC=1C=C2N=CC=3N(C(N4C[C@@H](OC(=C2C34)C1C=1C=NC(=CC1)OCCCN1CCCCC1)CN1CCCCC1)=O)C (S)-6-Fluoro-2-methyl-7-(6-(3-(piperidin-1-yl)propoxy)pyridin-3-yl)-9-(piperidine-1-ylmethyl)-9,10-dihydro-8-oxa-2,4,10a-triazanaphtho[2,1,8-cde]azulene-1(2H)-one